ClC=1C=NC(=C(C(=O)O)C1)S(N[C@@H]([C@H](C)C1=C(C(=CC=C1F)C)C)C=1OC(NN1)=O)(=O)=O 5-chloro-2-(N-((1S,2R)-2-(6-fluoro-2,3-dimethylphenyl)-1-(5-oxo-4,5-dihydro-1,3,4-oxadiazol-2-yl)propyl)sulfamoyl)nicotinic acid